tert-butyl (2-(2-chloro-4-(difluoromethoxy)-5-(4-(pyrazolo[1,5-a]pyrimidine-3-carboxamido)-1-((2-(trimethylsilyl)ethoxy)methyl)-1H-pyrazol-5-yl)phenoxy)ethyl)carbamate ClC1=C(OCCNC(OC(C)(C)C)=O)C=C(C(=C1)OC(F)F)C1=C(C=NN1COCC[Si](C)(C)C)NC(=O)C=1C=NN2C1N=CC=C2